OC(CN(CC(CCCCCC)O)CCCCCO)CCCCCC 1-[(2-hydroxyoctyl)(5-hydroxypentyl)amino]octan-2-ol